ClC1=C(C=CC=C1)C(C1=CC=CC=C1)N(C=1N(C(C(=C(N1)C(=O)O)OC)=O)C)C 2-{[(2-chlorophenyl)(phenyl)methyl](methyl)amino}-5-methoxy-1-methyl-6-oxo-1,6-dihydropyrimidine-4-carboxylic acid